1,3-bis(trimethylsilyl)-2,4-dimethylcyclodisilazane C[Si](N1[SiH](N([SiH]1C)[Si](C)(C)C)C)(C)C